FC(CN1C[C@@H]([C@H](CC1)NC(=O)C1=CC(=CC=2N(C=NC21)CC(F)(F)F)C#CCNC=2C(OC)=CC=C(C2)S(=O)(=O)C)C)F N-[(3S,4S)-1-(2,2-difluoroethyl)-3-methyl-4-piperidyl]-6-[3-(4-mesyl-2-anisidino)-1-propynyl]-1-(2,2,2-trifluoroethyl)-1H-1,3-benzimidazole-4-carboxamide